(3S)-3-(methoxymethyl)piperazine-1-carboxylic acid tert-butyl ester C(C)(C)(C)OC(=O)N1C[C@H](NCC1)COC